N-((R*)-(6-((R)-Cyclopropyl(2-(3,3-difluorocyclobutyl)acetamido)methyl)-1H-benzo[d]imidazol-2-yl)((S*)-tetrahydro-2H-pyran-2-yl)methyl)-4-methyl-1,2,5-oxadiazole-3-carboxamide C1(CC1)[C@H](C=1C=CC2=C(NC(=N2)[C@@H](NC(=O)C2=NON=C2C)[C@H]2OCCCC2)C1)NC(CC1CC(C1)(F)F)=O |o1:12,22|